8-bromo-7-chloroimidazo[1,5-a]quinoxaline-4(5H)-one BrC1=C(C=C2NC(C=3N(C2=C1)C=NC3)=O)Cl